2-(3-chloro-6-oxo-1-((2-(trimethylsilyl)ethoxy)methyl)-1H-pyrazolo[4,3-c]pyridazin-5(6H)-yl)-3-fluorobenzaldehyde ClC1=NN(C=2C1=NN(C(C2)=O)C2=C(C=O)C=CC=C2F)COCC[Si](C)(C)C